(R)-6-(2,5-dichloropyrimidin-4-yl)-2-(3,3-difluorocyclopentyl)-4-fluoro-1-isopropyl-1H-benzo[d]imidazole ClC1=NC=C(C(=N1)C=1C=C(C2=C(N(C(=N2)[C@H]2CC(CC2)(F)F)C(C)C)C1)F)Cl